N-{(1S)-1-[4-(methyloxy)phenyl]ethyl}pyrimidin-4-amine COC1=CC=C(C=C1)[C@H](C)NC1=NC=NC=C1